O=C([C@@H](O)[C@@H](O)[C@H](O)[C@H](O)[C@@H](O)CO)O L-Glycero-D-Mannoheptonic Acid